methyl N-(piperidin-4-yl)-5-nitroindoline-6-carboxylate N1CCC(CC1)N1CCC2=CC(=C(C=C12)C(=O)OC)[N+](=O)[O-]